N-[(1R)-1-benzyl-1,3,3-trimethyl-butyl]-8-fluoro-quinoline-3-carboxamide C(C1=CC=CC=C1)[C@](CC(C)(C)C)(C)NC(=O)C=1C=NC2=C(C=CC=C2C1)F